ClC1=CC=C(C(=N1)CCl)CCl 6-Chloro-2,3-bis(chloromethyl)pyridine